tert-butyl 9-(3-(methylamino) propyl)-3-azaspiro[5.5]undecane-3-carboxylate CNCCCC1CCC2(CCN(CC2)C(=O)OC(C)(C)C)CC1